Hydroxyethyl-(2'-trimethylammonioethyl phosphorylethyl) fumarate C(\C=C\C(=O)[O-])(=O)OCC(=P(=O)CC[N+](C)(C)C)CCO